BrC=1C=C(C=CC1)[C@H](C(=O)N1CC2=C(N=C(NC2=O)C2(CC2)C2=CC=CC=C2)CC1)O (R)-6-(2-(3-bromophenyl)-2-hydroxyacetyl)-2-(1-phenylcyclopropyl)-5,6,7,8-tetrahydropyrido[4,3-d]pyrimidin-4(3H)-one